ClC1=C(C=CC=C1F)[C@@H]1COCCN1C=1N=C(C(=NC1)C(=O)N[C@H](C)\C=C\S(=O)(=O)C)C ((R)-3-(2-Chloro-3-fluorophenyl)morpholino)-3-methyl-N-((R,E)-4-(methylsulfonyl)but-3-en-2-yl)pyrazine-2-carboxamide